C(C)N1C(C(CCC1)C1=CC=2C(=NC=C(C2NC=2C(=CC3=C(N=CS3)C2F)F)F)S1)C N-(2-(1-ethyl-2-methylpiperidin-3-yl)-5-fluorothieno[2,3-b]pyridin-4-yl)-4,6-difluorobenzo[d]thiazol-5-amine